CN1CCN(CC1)C1=NN(C2=C1C=NC(=C2)CC(=O)N)C2OCCCC2 (3-(4-methylpiperazin-1-yl)-1-(tetrahydro-2H-pyran-2-yl)-1H-pyrazolo[4,3-c]pyridin-6-yl)acetamide